BrC1=CC2=CN(N=C2C=C1OC1COCC1)C 5-bromo-2-methyl-6-tetrahydrofuran-3-yloxy-indazole